[N+](=O)([O-])C=1C(=CC2=C(OCO2)C1)C(C)OC(=O)NCCCC[C@H](N)C(=O)O Nε-[(1-(6-Nitrobenzo[d][1,3]dioxol-5-yl)ethoxy)carbonyl]-L-lysine